Methyl 7-(3-bromophenyl)-7-(2-(2-fluoro-5-((6-fluoro-4-formyl-1H-indol-5-yl)oxy)phenyl)-1H-imidazol-5-yl)-2,2-dimethyloctanoate BrC=1C=C(C=CC1)C(CCCCC(C(=O)OC)(C)C)(C)C1=CN=C(N1)C1=C(C=CC(=C1)OC=1C(=C2C=CNC2=CC1F)C=O)F